(S)-4-(3-(3-chloropyridin-2-yloxy)pyrrolidin-1-yl)-N-(4-fluorophenyl)-3-(2-hydroxyethyl)benzamide ClC=1C(=NC=CC1)O[C@@H]1CN(CC1)C1=C(C=C(C(=O)NC2=CC=C(C=C2)F)C=C1)CCO